ClC1=C(C(=NN1C1=CC(=CC=C1)F)C(F)F)C=O 5-chloro-3-(difluoromethyl)-1-(3-fluorophenyl)-1H-pyrazole-4-carbaldehyde